5-(1H-pyrazol-1-yl)pyrimidin-2-amine N1(N=CC=C1)C=1C=NC(=NC1)N